(4-(5-chlorooxazolo[4,5-b]pyridin-2-yl)piperazin-1-yl)(3-fluoro-4-(1-neopentyl-1H-1,2,4-triazol-3-yl)phenyl)methanone ClC1=CC=C2C(=N1)N=C(O2)N2CCN(CC2)C(=O)C2=CC(=C(C=C2)C2=NN(C=N2)CC(C)(C)C)F